tert-butyl (3-((3-methyl-4,5,6,7-tetrahydro-2H-pyrazolo[4,3-c]pyridin-2-yl)methyl)bicyclo[1.1.1]pentan-1-yl)carbamate CC=1N(N=C2C1CNCC2)CC21CC(C2)(C1)NC(OC(C)(C)C)=O